(R)-1-(1-(4-(2-(1-Cyanocyclopropyl)-5-fluoropyridin-3-yl)phenyl)-2-hydroxy-ethyl)-3-(2-ethynylthiazol-4-yl)urea C(#N)C1(CC1)C1=NC=C(C=C1C1=CC=C(C=C1)[C@H](CO)NC(=O)NC=1N=C(SC1)C#C)F